[3-(4,5-diphenyl[2,4'-bioxazol]-5'-yl)phenoxy]acetic acid C1(=CC=CC=C1)C=1N=C(OC1C1=CC=CC=C1)C=1N=COC1C=1C=C(OCC(=O)O)C=CC1